azo bisisobutyrate C(C(C)C)(=O)ON=NOC(C(C)C)=O